NC=1C(=C(C(=O)NC(C)C2=CC(=NC3=CC=CC=C23)N(CCOC)CC)C=CC1)C aminO-N-(1-{2-[ethyl(2-methoxyethyl)amino]quinolin-4-yl}ethyl)-2-methylbenzamide